FC(C1=CC=NC=C1C1=NC(=NC(=N1)N1[C@@H](COCC1)C)N1C2COCC1C2)F 4-(difluoromethyl)-5-[4-[(3R)-3-methylmorpholin-4-yl]-6-(3-oxa-6-azabicyclo[3.1.1]heptan-6-yl)-1,3,5-triazin-2-yl]pyridin